4-butyl-1-(2,5-difluorophenyl)-3-(4-fluorophenyl)-5-methyl-4,5-dihydro-1H-pyrazole-5-carboxylic acid methyl ester COC(=O)C1(C(C(=NN1C1=C(C=CC(=C1)F)F)C1=CC=C(C=C1)F)CCCC)C